(±)-4,5-dichloro-N-[3-[4-(1-cyanoethyl)phenyl]tetrahydrofuran-3-yl]-1-methyl-indole-2-carboxamide ClC1=C2C=C(N(C2=CC=C1Cl)C)C(=O)NC1(COCC1)C1=CC=C(C=C1)C(C)C#N